C1(CC1)N1C(=NC2=C1C=C(C=C2)C#N)N2C=NC=1C=NC=CC12 Cyclopropyl-2-(1H-imidazo[4,5-c]pyridin-1-yl)-1H-benzo[d]imidazole-6-carbonitrile